CC1(CC1)NC(O[C@@H]1C[C@@H](CC1)C1=CC(=NN1)NC1=NC=CN=C1)=O (1S,3R)-3-(3-(pyrazin-2-ylamino)-1H-pyrazol-5-yl)cyclopentyl (1-methylcyclopropyl)carbamate